The molecule is an alpha-diketone that is hexane substituted by oxo groups at positions 2 and 3 respectively. It has a role as a metabolite. CCCC(=O)C(=O)C